(3S,4R)-3-methyl-6-(7H-pyrrolo[2,3-d]pyrimidin-4-yl)-1,6-diazaspiro[3.4]octane C[C@H]1CN[C@@]12CN(CC2)C=2C1=C(N=CN2)NC=C1